1-(4-(2-(6-(1,3-Dimethyl-1H-pyrazol-4-yl)imidazo[1,2-a]pyrazin-3-yl)pyrimidin-4-yl)piperazin-1-yl)ethan-1-one CN1N=C(C(=C1)C=1N=CC=2N(C1)C(=CN2)C2=NC=CC(=N2)N2CCN(CC2)C(C)=O)C